N-hydroxy-tetrazole ON1N=NN=C1